C1(=CC=CC=C1)C(C[Al](CC(C1=CC=CC=C1)C1=CC=CC=C1)CC(C1=CC=CC=C1)C1=CC=CC=C1)C1=CC=CC=C1 tris[2,2-diphenylethyl]aluminium